N-octyl-4H-thieno[3,2-c]thiochromene-2-carboxamide 5,5-dioxide C(CCCCCCC)NC(=O)C1=CC=2CS(C=3C=CC=CC3C2S1)(=O)=O